ClCC[C@@H](O)C1=CC=CC=C1 (R)-3-chloro-1-phenylpropane-1-ol